(E)-4-methylsulfanyl-β-bromostyrene CSC1=CC=C(/C=C/Br)C=C1